4-(4-(Phenylamino)benzamido)picolinic acid C1(=CC=CC=C1)NC1=CC=C(C(=O)NC2=CC(=NC=C2)C(=O)O)C=C1